5-(4,5-difluoro-1H-indole-2-carbonyl)-N-[(2R)-1,1,1-trifluoropropan-2-yl]-4H,5H,6H,7H-[1,2]oxazolo[4,3-c]pyridine-3-carboxamide FC1=C2C=C(NC2=CC=C1F)C(=O)N1CC=2C(CC1)=NOC2C(=O)N[C@@H](C(F)(F)F)C